5-[(4-Methoxyphenyl)methoxy]-2-(pyridin-3-yl)-1,3-benzoxazole COC1=CC=C(C=C1)COC=1C=CC2=C(N=C(O2)C=2C=NC=CC2)C1